ClC=1C(=NC=CC1C=1C(=C(C=CC1)NC(C1=NC=C(C=C1)CN1CC(CC1)O)=O)C)C1=CC(=C(C=C1)CN(CC1NC(CC1)=O)C)OC N-(3-(3-chloro-2-(3-methoxy-4-((methyl((5-oxopyrrolidin-2-yl)methyl)amino)methyl)phenyl)pyridin-4-yl)-2-methylphenyl)-5-((3-hydroxypyrrolidin-1-yl)methyl)picolinamide